FC(C1=C(N=NC(=C1C(F)F)NC1CC(C1)(C)O)C1=C(C=C(C=C1)C#C)O)F 2-(4,5-bis(difluoromethyl)-6-(((cis)-3-hydroxy-3-methylcyclobutyl)amino)pyridazin-3-yl)-5-ethynylphenol